P(=O)([O-])([O-])[O-].C[P+3] methylphosphorus (phosphate)